(S)-N-(2-cyclopropyl-4-methyl-5-oxo-5,6,7,8-tetrahydro-4H-pyrazolo[1,5-a][1,3]diazepin-6-yl)-1-(2,5-difluorobenzyl)-1H-1,2,4-triazole-3-carboxamide C1(CC1)C1=NN2C(N(C([C@H](CC2)NC(=O)C2=NN(C=N2)CC2=C(C=CC(=C2)F)F)=O)C)=C1